C(C=C)[Si](OCC)(OCC)C allyl-(methyl)diethoxysilane